OCC1C(N(CCC1C1=CC(=CC=C1)OC)C(=O)O)C (+/-)-(trans)-3-(hydroxymethyl)-4-(3-methoxyphenyl)-2-methylpiperidine-1-carboxylic acid